O=C1C(=CC2=C(N1)C=C(S2)C=C)C(=O)O 5-oxo-2-vinyl-4,5-dihydrothieno[3,2-b]pyridine-6-carboxylic acid